FC=1C=C(C=C(C1)OC)C1=NC=2N(C(=C1)C)N=CC2C(=O)OCC ethyl 5-(3-fluoro-5-methoxyphenyl)-7-methylpyrazolo[1,5-a]pyrimidine-3-carboxylate